3-vinyl-5,6-dihydro-[1,2,4]triazolo[4,3-a]pyrazine-7(8H)-carboxylic acid tert-butyl ester C(C)(C)(C)OC(=O)N1CC=2N(CC1)C(=NN2)C=C